FC(CC)(F)C=1C(=CC(=NC1)NC(=O)C1CC1)NC1=C(C(=CC=C1)C1=NN(N=C1)C)OC N-(5-(1,1-difluoropropyl)-4-((2-methoxy-3-(2-methyl-2H-1,2,3-triazol-4-yl)phenyl)amino)pyridin-2-yl)cyclopropanecarboxamide